sodium potassium 2-(tert-butyl)-2-octylmalonate C(C)(C)(C)C(C(=O)[O-])(C(=O)[O-])CCCCCCCC.[K+].[Na+]